C(C)OC1=C(NC2=NC=3N(C(=C2)N(C)CC2=CC=C(C=C2)OC)N=CC3C(=O)O)C=CC=C1 5-(2-Ethoxyanilino)-7-[(4-methoxyphenyl)methyl-methyl-amino]pyrazolo[1,5-a]pyrimidine-3-carboxylic acid